CC1(CC=C(CC1)C=1C=CC=C2C=C(C=NC12)C(=O)N[C@H](C)C=1OC=CN1)C (R)-8-(4,4-dimethylcyclohex-1-en-1-yl)-N-(1-(oxazol-2-yl)ethyl)quinoline-3-carboxamide